NC=1C=C(C=C(C1)C(F)(F)F)[C@@H](C)NC1=C(C(=NC(=N1)C)C(=O)OCC)C1OCCO1 Ethyl (R)-6-((1-(3-amino-5-(trifluoromethyl) phenyl) ethyl) amino)-5-(1,3-dioxolan-2-yl)-2-methylpyrimidine-4-carboxylate